5-chloro-2-(1,2,3,6-tetrahydropyridin-4-yl)pyrimidine ClC=1C=NC(=NC1)C=1CCNCC1